C1=CC=C[N+]2=CC=CC=C12 Quinolizinium